oxo-5,6-dihydro-4H-spiro[benzo[d]isoxazole-7,1'-cyclohexane]-3-carboxamide O=C1C2(CCCC1)CCCC=1C(=NOC12)C(=O)N